[B-]1(N2C(=CC(=C2C=C3[N+]1=C(C=C3)CCC(=O)NCCCCCC(=O)ON4C(=O)CCC4=O)C)C)(F)F The molecule is a BODIPY dye and a pyrrolidinone. It has a role as a fluorochrome. It derives from a 4,4-difluoro-4-bora-3a,4a-diaza-s-indacene.